methyl-crotonic acid C/C(/C(=O)O)=C\C